ClC1=CC=C2C(=C(N3C(C2=C1C(F)(F)F)=NC=N3)C(=O)O)O 9-chloro-6-hydroxy-10-(trifluoromethyl)-[1,2,4]triazolo[5,1-a]isoquinoline-5-carboxylic acid